perfluoro-3,6,9,12-tetraoxatetradecan-1-ol FC(C(OC(C(OC(C(OC(C(OC(C(F)(F)F)(F)F)(F)F)(F)F)(F)F)(F)F)(F)F)(F)F)(F)F)(O)F